[(1R,2S,4R)-4-{[5-({4-[(S)-(3-bromophenyl)(hydroxy)methyl]-2-thienyl}carbonyl)pyrimidin-4-yl]amino}-2-hydroxycyclopentyl]methyl sulfamate S(N)(OC[C@@H]1[C@H](C[C@@H](C1)NC1=NC=NC=C1C(=O)C=1SC=C(C1)[C@@H](O)C1=CC(=CC=C1)Br)O)(=O)=O